OC1=CC=C(C=C1)CCC(=O)OC(C(=O)O)C1=CC=CC=C1 2-((3-(4-hydroxyphenyl)propanoyl)oxy)-2-phenylacetic acid